BrC=1C=C2CC(N(CC2=CC1)C=1C=CC(=NC1)N)(C)C 5-(6-bromo-3,3-dimethyl-1,4-dihydroisoquinolin-2-yl)pyridin-2-amine